Cl.ClC1=CC=C(C=C1)CC1(CCN(CC1)CC1=CC=CC=C1)C(C=C(C(=O)O)O)=O 4-[4-[(4-chlorophenyl)methyl]-1-(phenylmethyl)-4-piperidinyl]-2-hydroxy-4-oxo-2-butenoic acid hydrochloride